5-(((trans-3-(3-cyclopropyl-4-(4-hydroxypiperidin-1-yl)-1H-pyrazol-1-yl)cyclobutyl)methyl)amino)-2-(2,6-dioxopiperidin-3-yl)isoindoline-1,3-dione C1(CC1)C1=NN(C=C1N1CCC(CC1)O)[C@@H]1C[C@H](C1)CNC=1C=C2C(N(C(C2=CC1)=O)C1C(NC(CC1)=O)=O)=O